FC1=C(N)C=CC(=C1)C1=NN(C=N1)C1=CC=C(C=C1)C(C(F)(F)F)(F)F 2-fluoro-4-(1-(4-(perfluoroethyl)phenyl)-1H-1,2,4-triazol-3-yl)aniline